COC(=O)C1=CC2=C(N(C(=N2)SCC2=NC=C(C(=C2C)OC)C)CCCCCCCC)C=C1 2-(((4-methoxy-3,5-dimethylpyridin-2-yl)methyl)thio)-1-octyl-1H-benzo[d]imidazole-5-carboxylic acid methyl ester